C(C)(C)(C)OC(=O)N1C(C2=CC=CC=C2C1)=O 1-oxo-2,3-dihydro-1H-isoindole-2-carboxylic acid tert-butyl ester